C(C)(C)C1=C(C(=CC=C1)C(C)C)N1C(N(CC1)C1=C(C=CC=C1C(C)C)C(C)C)=[Ru-4](=CC1=C(C=CC=C1)OC(C(=O)N(C)OC)C(C)C)(Cl)Cl (1,3-Bis(2,6-diisopropylphenyl)imidazolidin-2-ylidene)dichloro(2-((1-(methoxy(methyl)amino)-3-methyl-1-oxobutan-2-yl)oxy)benzylidene)ruthenium(II)